NC1=NC=2C=C(C(=CC2C2=C1C=NN2C)C(=O)N([C@@H]2COC1=C2C=CC(=C1)S(=O)(=O)C)C)F 4-amino-7-fluoro-N,1-dimethyl-N-((3S)-6-(methylsulfonyl)-2,3-dihydro-1-benzofuran-3-yl)-1H-pyrazolo[4,3-c]-quinoline-8-carboxamide